5-quinolinic acid N1=CC=CC=2C(=CC=CC12)C(=O)O